tert-butyl (R)-(2-(5-(1-((7-bromo-4-chlorophthalazin-1-yl)amino)ethyl)thiophen-3-yl)benzyl)(methyl)carbamate BrC1=CC=C2C(=NN=C(C2=C1)N[C@H](C)C1=CC(=CS1)C1=C(CN(C(OC(C)(C)C)=O)C)C=CC=C1)Cl